4-[1-(3-Fluoro-benzyl)-1H-[1,2,3]triazol-4-yl]-piperidine, dihydrochloride Cl.Cl.FC=1C=C(CN2N=NC(=C2)C2CCNCC2)C=CC1